2-(benzo[d]isoxazole-3-carbonyl)-9,9-dimethyl-8-oxo-2-azaspiro[4.5]dec-6-ene-7-carbonitrile O1N=C(C2=C1C=CC=C2)C(=O)N2CC1(CC2)C=C(C(C(C1)(C)C)=O)C#N